(dimethylamino)difluorosulfonium tetrafluoroborate F[B-](F)(F)F.CN(C)[S+](F)F